benzenedi-formaldehyde C=1(C(=CC=CC1)C=O)C=O